CN1N=C(C(=C1)C(=O)NC1=C2C(CC(C2=CC=C1)(C)C)C)C 1,3-Dimethyl-N-(1,1,3-trimethyl-2,3-dihydro-1H-inden-4-yl)-1H-pyrazol-4-carboxamid